C12CN(CC2C1)C1=CC=C(C=C1)[C@@H](C)N1N=CC2=C(C=CC(=C12)C(=O)[O-])C#CC.[Li+] lithium 1-((1R)-1-(4-(3-azabicyclo[3.1.0]hex-3-yl) phenyl) ethyl)-4-(propan-1-yn-1-yl)-1H-indazole-7-carboxylate